2-(6-(((1R,3S,4R,5R)-4-fluoro-1-methyl-8-azabicyclo[3.2.1]oct-6-en-3-yl)oxy)pyridazin-3-yl)-5-(4H-1,2,4-triazol-4-yl)phenol F[C@H]1[C@H](C[C@@]2(C=C[C@H]1N2)C)OC2=CC=C(N=N2)C2=C(C=C(C=C2)N2C=NN=C2)O